(1S,3aR,6aS)-2-(5-(2-fluoropropan-2-yl)isoxazole-3-carbonyl)-N-((S)-3-oxo-1-((S)-2-oxopyrrolidin-3-yl)-4-(trifluoromethoxy)butan-2-yl)octahydrocyclopenta[c]pyrrole-1-carboxamide FC(C)(C)C1=CC(=NO1)C(=O)N1[C@@H]([C@@H]2[C@H](C1)CCC2)C(=O)N[C@@H](C[C@H]2C(NCC2)=O)C(COC(F)(F)F)=O